N-((5-(2,2-difluorocyclopropyl)-6-(isoxazol-3-ylmethoxy)-1H-indol-2-yl)methyl)-1-methylcyclopropane-1-carboxamide FC1(C(C1)C=1C=C2C=C(NC2=CC1OCC1=NOC=C1)CNC(=O)C1(CC1)C)F